[Si](C1=CC=CC=C1)(C1=CC=CC=C1)(C(C)(C)C)OC1(CC1)C(=O)N(C)OC 1-[tert-butyl(diphenyl)silyl]oxy-N-methoxy-N-methyl-cyclopropanecarboxamide